2,2-difluoroethanamine hydrochloride Cl.FC(CN)F